OCCCC[C@](O)(C[N+](C)(C)C)CC([O-])=O (R)-hydroxybutyl-carnitine